2-Methyl-5-(3-cyanophenyl)-N-(3-(piperidin-1-ylmethyl)-1,2,4-thiadiazol-5-yl)furan-3-Formamide CC=1OC(=CC1C(=O)NC1=NC(=NS1)CN1CCCCC1)C1=CC(=CC=C1)C#N